Cl.C1(CC1)C=1N=C(C(=NC1C1=CC=CC=2N(C=NC21)C)C(=O)OC)NC=2C=NN(C2C)C2CCNCC2 methyl 5-cyclopropyl-6-(1-methylbenzimidazol-4-yl)-3-[[5-methyl-1-(4-piperidyl)pyrazol-4-yl]amino]pyrazine-2-carboxylate hydrochloride